((2-hydroxyethyl)azanediyl)bis(hexane-6,1-diyl) bis(6,6-bis(heptyloxy)hexanoate) C(CCCCCC)OC(CCCCC(=O)OCCCCCCN(CCCCCCOC(CCCCC(OCCCCCCC)OCCCCCCC)=O)CCO)OCCCCCCC